NCCS(=O)(=O)OC(CCCCCCC)=O.[Na] sodium caprylyl taurate